COC=1C=C(C=C(C1)OC)N(CCCCCCC(=O)NO)C=1C=C2N=C(C=NC2=CC1)C=1C=NN(C1)C 7-((3,5-Dimethoxyphenyl)(3-(1-methyl-1H-pyrazol-4-yl)quinoxalin-6-yl)amino)-N-hydroxyheptanoamide